6-(4-(5-(4-chlorophenyl)pyridin-2-yl)piperazine-1-carbonyl)indol-2-one ClC1=CC=C(C=C1)C=1C=CC(=NC1)N1CCN(CC1)C(=O)C=1C=CC2=CC(N=C2C1)=O